methyl 3-oxo-1,2,3,4-tetrahydroquinoxaline-6-carboxylate O=C1CNC2=CC=C(C=C2N1)C(=O)OC